C=CCCCCCCCCCCCCCCCCCCCC doeicosene